1-(2,3-dioxo-4-((6-(thiazol-2-yl)pyridazin-3-yl)methyl)-3,4-dihydropyrazin-1(2H)-yl)cyclopropane-1-carbonitrile O=C1N(C=CN(C1=O)CC=1N=NC(=CC1)C=1SC=CN1)C1(CC1)C#N